NC1=C2C(C=3C=CC=C(C3C(C2=CC=C1)=O)NC(C)=O)=O N-(5-amino-9,10-dihydro-9,10-dioxo-1-anthryl)-acetamide